(3R,5S)-3-(3-(5-(4-amino-8-methoxypyrido[3,2-d]pyrimidin-6-yl)-2,4-difluorophenyl)isoxazol-5-yl)-3-hydroxy-1-methyl-5-(trifluoromethyl)pyrrolidin-2-one NC=1C2=C(N=CN1)C(=CC(=N2)C=2C(=CC(=C(C2)C2=NOC(=C2)[C@]2(C(N([C@@H](C2)C(F)(F)F)C)=O)O)F)F)OC